C(C)(C)(C)OC(=O)N1C[C@@H]2[C@H](C1)CC(C2)N=[N+]=[N-] (3aR,5s,6aS)-5-azidohexahydrocyclopenta[c]pyrrole-2(1H)-carboxylic acid tert-butyl ester